C1(CC1)CN([C@@H]1CC[C@H](CC1)N(C1=CC(N(C=2C=CC(=NC12)C#N)C)=O)C)C1=C(C=CC=C1)C trans-8-((4-((cyclopropylmethyl)(o-tolyl)amino)cyclohexyl)(methyl)amino)-5-methyl-6-oxo-5,6-dihydro-1,5-naphthyridine-2-carbonitrile